Tert-butyl (2-(6-(naphthalen-2-yl)imidazo[2,1-b]oxazole-5-carboxamido)-1-phenylethyl)carbamate C1=C(C=CC2=CC=CC=C12)C=1N=C2OC=CN2C1C(=O)NCC(C1=CC=CC=C1)NC(OC(C)(C)C)=O